1,3,4,6,7,8-hexahydro-2H-pyrimido[1,2-a]pyridine N1CCCN2C1=CCCC2